FC1=C(C=C(OC2=CC=C(C=N2)CO)C=C1)C(F)(F)F (6-(4-fluoro-3-(trifluoromethyl)phenoxy)pyridin-3-yl)methanol